FC(C)(F)C1=NC(=CC(=N1)NC1=CC(=NC=C1C1=NC(=NS1)C)NC(C)=O)C N-(4-((2-(1,1-difluoroethyl)-6-methylpyrimidin-4-yl)amino)-5-(3-methyl-1,2,4-thiadiazol-5-yl)pyridin-2-yl)acetamide